C(C)OC(C[C@@H](C=1C=C(C(=CC1)F)C1=C(C=CC=C1)C)N)=O (S)-3-amino-3-(6-fluoro-2'-methylbiphenyl-3-yl)propionic acid ethyl ester